CN1CN(C=2C1=NC=C(C2)C2=C(C(=C(C=C2)F)F)F)CC=2C=NC=CC2 3-methyl-1-(3-pyridylmethyl)-6-(2,3,4-trifluorophenyl)imidazo[4,5-b]Pyridine